FC1=C(C(=CC=C1)C(F)(F)F)NC=1N=C(N=NC1C(=O)N)NC1=C(C=C2C(CNCC2=C1)(C)C)OC ((2-fluoro-6-(trifluoromethyl)phenyl)amino)-3-((6-methoxy-4,4-dimethyl-1,2,3,4-tetrahydroisoquinolin-7-yl)amino)-1,2,4-triazine-6-carboxamide